ClC1=C(C(=CC(=C1)F)Cl)NC=1N(C2=NC(=NC=C2N1)NC1CC(C1)(F)F)C1CCC(CC1)(C(=O)N)C (1s,4s)-4-(8-(2,6-dichloro-4-fluorophenylamino)-2-(3,3-difluorocyclobutylamino)-9H-purin-9-yl)-1-methylcyclohexanecarboxamide